4-[(1E,3S)-3-vinyl-3,7-dimethyl-1,6-octadienyl]phenol C(=C)[C@@](/C=C/C1=CC=C(C=C1)O)(CCC=C(C)C)C